1-(6-(4-(dimethylamino)piperidin-1-yl)pyridin-3-yl)-3-(6-(4-isopropyl-4H-1,2,4-triazol-3-yl)pyridin-2-yl)imidazolidin-2-one CN(C1CCN(CC1)C1=CC=C(C=N1)N1C(N(CC1)C1=NC(=CC=C1)C1=NN=CN1C(C)C)=O)C